tert-butyl ((1H-indol-2-yl)methyl)carbamate N1C(=CC2=CC=CC=C12)CNC(OC(C)(C)C)=O